C[C@@H]1O[C@@H](CN(C1)C1=CC=C2C(=N1)NC(=N2)C2=C(C1=C(NC2=O)C=CS1)N[C@H](COC)C1=NC=CC=N1)C |o1:27| 6-(5-(cis-2,6-dimethylmorpholino)-3H-imidazo[4,5-b]pyridin-2-yl)-7-(((S*)-2-methoxy-1-(pyrimidin-2-yl)ethyl)amino)thieno[3,2-b]pyridin-5(4H)-one